N-(4-(1-(2-bromoisonicotinoyl)-3-methyl-1,2,3,6-tetrahydropyridin-4-yl)-1H-pyrrolo[2,3-b]pyridin-6-yl)cyclopropylcarboxamide BrC=1C=C(C(=O)N2CC(C(=CC2)C2=C3C(=NC(=C2)NC(=O)C2CC2)NC=C3)C)C=CN1